C(#N)N1C[C@]2(CC2C1)NC(C1=CC=C(C=C1)C=1C=NC=CC1SC1=CC=CC=C1)=O N-((1R)-3-Cyano-3-azabicyclo[3.1.0]hexan-1-yl)-4-(4-(phenylthio)pyridin-3-yl)benzamid